FC=1C=C(C(=O)OC)C=CC1[C@@H]1CNCCC1 |r| rac-Methyl 3-fluoro-4-(piperidin-3-yl)benzoate